OC1CCC(CC1)NC(=O)C1C(C1)CCN(C(OC(C)(C)C)=O)C1=CC=CC=C1 tert-butyl (2-(2-(((1r,4r)-4-hydroxycyclohexyl)carbamoyl)cyclopropyl)ethyl)(phenyl)carbamate